arachidyl tetracontanoate C(CCCCCCCCCCCCCCCCCCCCCCCCCCCCCCCCCCCCCCC)(=O)OCCCCCCCCCCCCCCCCCCCC